C1(=CC=CC=C1)C(C(C)=O)=O 1-phenyl-1,2-propandione